4-[[2-fluoro-6-[4-(trifluoromethoxy)phenoxy]-3-(trifluoromethyl)benzoyl]amino]pyridine-2-carboxamide FC1=C(C(=O)NC2=CC(=NC=C2)C(=O)N)C(=CC=C1C(F)(F)F)OC1=CC=C(C=C1)OC(F)(F)F